4-((8-Aminooctyl)amino)-2-(2,6-dioxopiperidin-3-yl)isoindoline-1,3-dione tert-butyl-4-propioloylpiperazine-1-carboxylate C(C)(C)(C)OC(=O)N1CCN(CC1)C(C#C)=O.NCCCCCCCCNC1=C2C(N(C(C2=CC=C1)=O)C1C(NC(CC1)=O)=O)=O